Sulfo-isophthalic acid dimethyl ester sodium salt [Na+].COC(C1=C(C(C(=O)OC)=CC=C1)S(=O)(=O)[O-])=O